2-cyclobutyl-10-methoxy-2,3,4,5-tetrahydro-1H-benzofuro[3,2-c]azepine C1(CCC1)N1CC2=C(CCC1)OC1=C2C(=CC=C1)OC